CCC1=CC=CC=C1C O-ETHYLTOLUENE